Cl.BrC1=C(C=NC=C1)C 4-bromo-3-methylpyridine HCl